1-(1'-hydroxyethyl)benzotriazole OC(C)N1N=NC2=C1C=CC=C2